C1(CC1)CN1CC[C@]23CCN(CC[C@]2([C@H]1CC1=CC=C(C=C13)O)O)CCCN1N=CC(=C1)C(F)(F)F (5aS,6R,11bS)-14-(cyclopropylmethyl)-3-(3-(4-(trifluoromethyl)-1H-pyrazol-1-yl)propyl)-2,3,4,5,6,7-hexahydro-6,11b-(epiminoethano)naphtho[1,2-d]azepine-5a,10(1H)-diol